CS(=O)(=O)C1=CC=CC=2C=3N(C(=NC12)N[C@H]1C(NCCCC1)=O)N=C(N3)C3=CC=C(C=C3)OC (3R)-3-{[7-(methanesulfonyl)-2-(4-methoxyphenyl)[1,2,4]triazolo[1,5-c]quinazolin-5-yl]amino}azepan-2-one